bis(2,2,3,3-tetrafluoro-1-propyl) carbonate C(OCC(C(F)F)(F)F)(OCC(C(F)F)(F)F)=O